BrC1=CC=C(S1)C(C(=O)NCCCl)(C)O 2-(5-bromothiophen-2-yl)-N-(2-chloroethyl)-2-hydroxypropanamide